isopropyldecahydro-2-naphthone C(C)(C)C1C(CCC2CCCCC12)=O